5-(methoxy)-1-(2-chlorophenyl)-1H-indole COC=1C=C2C=CN(C2=CC1)C1=C(C=CC=C1)Cl